C(CCC(=O)O)(=O)O.C(C(C)C)N[C@@H]1CN(CC1)C(=O)N1CCN(C2=CC=CC=C12)CC1=NC=CC=C1 (S)-(3-(Isobutylamino)pyrrolidin-1-yl)(4-(pyridin-2-ylmethyl)-3,4-dihydroquinoxaline-1(2H)-yl)methanone succinic acid salt